FC=1C=C(CNCCCCOCCNC=2C=3C=NNC3C=C(C2)C2=CN=NC=C2)C=CC1OC(F)(F)F N-(2-(4-((3-fluoro-4-(trifluoromethoxy)benzyl)amino)butoxy)ethyl)-6-(pyridazin-4-yl)-1H-indazol-4-amine